3-(1,2,3,5,6,7-hexahydro-s-indacen-4-yl)-1-[(1-methyl-1H-pyrazol-4-yl)[(oxetan-3-yl)methyl]sulfamoyl]urea sodium salt [Na].C1CCC2=C(C=3CCCC3C=C12)NC(NS(N(CC1COC1)C=1C=NN(C1)C)(=O)=O)=O